4-(4'-(1H-imidazol-2-yl)-[1,1'-biphenyl]-4-yl)-1H-1,2,3-triazole-5-carboxylic acid N1C(=NC=C1)C1=CC=C(C=C1)C1=CC=C(C=C1)C=1N=NNC1C(=O)O